(R)-(+)-α-methyl-benzyl-amine C[C@H](C1=CC=CC=C1)N